1-carboxy-4-phenyl-butadiene C(=O)(O)C=CC=CC1=CC=CC=C1